8-[1-(2,3-Difluoro-benzyl)-1H-pyrazol-4-yl]-1-propyl-1,7-dihydro-purin-6-one FC1=C(CN2N=CC(=C2)C2=NC=3N=CN(C(C3N2)=O)CCC)C=CC=C1F